5-(5-((4'-chloro-5,5-dimethyl-3,4,5,6-tetrahydro-[1,1'-biphenyl]-2-yl)methyl)-2,5-diazabicyclo[2.2.2]octane-2-carbonyl)-2-(2,6-dioxopiperidin-3-yl)isoindoline-1,3-dione ClC1=CC=C(C=C1)C1=C(CCC(C1)(C)C)CN1C2CN(C(C1)CC2)C(=O)C=2C=C1C(N(C(C1=CC2)=O)C2C(NC(CC2)=O)=O)=O